2,3,5,6-tetrafluorophenyl 27-(2-amino-3-pentylquinolin-5-yl)-22-methyl-4,7,10,13,16,19-hexaoxa-22-azaheptacosanoate trifluoroacetate salt FC(C(=O)O)(F)F.NC1=NC2=CC=CC(=C2C=C1CCCCC)CCCCCN(CCOCCOCCOCCOCCOCCOCCC(=O)OC1=C(C(=CC(=C1F)F)F)F)C